C(C)(=O)N1C=C(C2=CC=CC=C12)N1C(NC2(C1)CCC(CC2)(C2=CC=CC=C2)N(C)C)=O 3-(1-acetyl-1H-indol-3-yl)-8-(dimethylamino)-8-phenyl-1,3-diazaspiro[4.5]decan-2-one